FCCCOC1=CC(=C(C=C1OC)CCN)OC 2-(4-(3-fluoropropoxy)-2,5-dimethoxyphenyl)ethan-1-amine